CC1(CN(C1)CC1=CC=C(C=C1)NC1=NC=CC(=N1)NC1=NC(=NC=C1)C1=NC(=CC=C1)C)CO [3-methyl-1-[[4-[[4-[[2-(6-methyl-2-pyridyl)pyrimidin-4-yl]amino]pyrimidin-2-yl]amino]phenyl]methyl]azetidin-3-yl]methanol